4-Amino-1-(6-methoxypyridin-3-yl)-2-oxo-7-(trifluoromethyl)-1,2-dihydro-1,8-naphthyridin NC1=CC(N(C2=NC(=CC=C12)C(F)(F)F)C=1C=NC(=CC1)OC)=O